CCCCCC(CC(CCCCC)O)O tridecane-6,8-diol